ClC=1C(=C(OC=2C(=CC=3N(N2)C=NC3)C3=NOC[C@H](N3)CC3=C(C=C(C=C3)C)C)C=CC1)F |r| 2-(3-chloro-2-fluorophenoxy)-3-[(5RS)-5-(2,4-dimethylbenzyl)-5,6-dihydro-4H-1,2,4-oxadiazin-3-yl]imidazo[1,5-b]pyridazine